FC(S(=O)(=O)NC12CCCC(C1)(C2)NC(CC2=NC=C1C=CC(=NC1=C2)C2=NC(=CC=C2)N2C[C@@H](O[C@@H](C2)C)C)=O)F N-(5-((difluoromethyl)sulfonamido)bicyclo[3.1.1]heptan-1-yl)-2-(2-(6-((cis)-2,6-dimethylmorpholino)pyridin-2-yl)-1,6-naphthyridin-7-yl)acetamide